C(C)(C)NC1=CC(=NC=C1N)NC1=NC(=NC=C1)N1CCC(CC1)OC N4-Isopropyl-N2-(2-(4-methoxypiperidin-1-yl)pyrimidin-4-yl)pyridine-2,4,5-triamine